OC1=CC=C(C=C1)C=CC(=O)C1=CC=C(C=C1)NS(=O)(=O)C1=CC=C(C=C1)[N+](=O)[O-] N-[4-[3-(4-Hydroxyphenyl)prop-2-enoyl]phenyl]-4-nitrobenzenesulfonamide